3'-methoxy-2-hydroxy-4-isopentenyloxychalcone COC=1C=C(C(/C=C/C2=C(C=C(C=C2)OCCC(=C)C)O)=O)C=CC1